N-(4-(4-(3-(cyclopropanesulfonamido)phenyl)-2-(methylthio)-1H-imidazol-5-yl)pyridin-2-yl)acetamide C1(CC1)S(=O)(=O)NC=1C=C(C=CC1)C=1N=C(NC1C1=CC(=NC=C1)NC(C)=O)SC